C(C1=CC=CC=C1)(=O)C1C(CCCC1)=O 2-Benzoylcyclohexanone